(±)-3-(4-bromophenyl)tetrahydropyran-3-amine BrC1=CC=C(C=C1)[C@]1(COCCC1)N |r|